vinyl-magnesium chloride tetrahydrofuranformat O1C(CCC1)C(=O)O.C(=C)[Mg]Cl